9-bromo-7,12-dihydro-2,3-di-hydroxy-indolo[3,2-d][1]benzazepin-6(5H)-one BrC=1C=C2C(=CC1)NC1=C2CC(NC2=C1C=C(C(=C2)O)O)=O